4-(3-aminophenoxy)butane-1-sulfonic acid NC=1C=C(OCCCCS(=O)(=O)O)C=CC1